2-bromo-1,3,5-triphenylbenzene BrC1=C(C=C(C=C1C1=CC=CC=C1)C1=CC=CC=C1)C1=CC=CC=C1